(R)-tert-butyl 2-(2-((5-(3-(aminomethyl)phenyl)-7-((tetrahydrofuran-2-yl)methoxy)benzofuran-3-yl)methoxy)phenyl)acetate NCC=1C=C(C=CC1)C=1C=C(C2=C(C(=CO2)COC2=C(C=CC=C2)CC(=O)OC(C)(C)C)C1)OC[C@@H]1OCCC1